(((4-fluorophenyl)(triethylsilyl)amino)methyl)phenol FC1=CC=C(C=C1)N([Si](CC)(CC)CC)CC1=C(C=CC=C1)O